ClCC(=O)C1=CC(=CC=C1)Cl 2,3'-dichloroacetophenone